O1OOOOC1 pentoxin